3-[5-[(E)-3-(2,4-Dihydroxyphenyl)-3-oxoprop-1-enyl]-2-hydroxyphenyl]-5-hydroxy-2-(4-hydroxyphenyl)-7-[2-hydroxy-1-(1,3,4-trihydroxybutan-2-yloxy)propoxy]-2,3-dihydrochromen-4-one OC1=C(C=CC(=C1)O)C(/C=C/C=1C=CC(=C(C1)C1C(OC2=CC(=CC(=C2C1=O)O)OC(C(C)O)OC(CO)C(CO)O)C1=CC=C(C=C1)O)O)=O